tert-butyl (R)-(1-(5-(4-cyano-3-fluorophenyl)-1-(4-iodophenyl)-1H-pyrazole-3-carbonyl)piperidin-3-yl)carbamate C(#N)C1=C(C=C(C=C1)C1=CC(=NN1C1=CC=C(C=C1)I)C(=O)N1C[C@@H](CCC1)NC(OC(C)(C)C)=O)F